((1R,4R)-4-(4-(((R)-1-(3-amino-5-(trifluoromethyl)phenyl)ethyl)amino)-7-methoxy-2-Methylquinazolin-6-yl)cyclohexyl)(piperazin-1-yl)methanone NC=1C=C(C=C(C1)C(F)(F)F)[C@@H](C)NC1=NC(=NC2=CC(=C(C=C12)C1CCC(CC1)C(=O)N1CCNCC1)OC)C